FC1=C(C(=C(C=C1C1=NN(C2=NC(=NC=C21)N2[C@@H](COCC2)CC2=C(C=CC=C2)F)C)C(F)(F)F)F)O (R)-2,6-Difluoro-3-(6-(3-(2-fluorobenzyl)morpholino)-1-methyl-1H-pyrazolo[3,4-d]pyrimidin-3-yl)-5-(trifluoromethyl)phenol